1-[3-(5-{[(5-chlorothiophen-2-yl)methyl]amino}-1-(1,3-thiazole-4-carbonyl)-1H-pyrazol-3-yl)pyrrolidin-1-yl]-2-(morpholin-4-yl)ethan-1-one ClC1=CC=C(S1)CNC1=CC(=NN1C(=O)C=1N=CSC1)C1CN(CC1)C(CN1CCOCC1)=O